tert-butyl 4-(4-bromo-3-chlorophenyl)piperazine-1-carboxylate BrC1=C(C=C(C=C1)N1CCN(CC1)C(=O)OC(C)(C)C)Cl